C(C1=CC=CC=C1)N1CC(CC(C1)OC1=CC(=CC=C1)[N+](=O)[O-])C=1C=NN(C1)C1=CC=C(C=C1)OC 1-benzyl-3-(1-(4-methoxyphenyl)-1H-pyrazol-4-yl)-5-(3-nitrophenoxy)piperidine